C1(=CC=C(C=C1)N1C2=CC=CC=C2C=2C(=CC=CC12)NC1=CC=C(C2=CC=CC=C12)C1=CC=CC=C1)C1=CC=CC=C1 9-([1,1'-biphenyl]-4-yl)-N-(4-Phenylnaphthalen-1-yl)-9H-carbazol-4-amine